((5-methoxypyridin-2-yl)amino)-4-((4-methyl-2-(N-methylmethanesulfonamido)phenyl)amino)nicotinamide COC=1C=CC(=NC1)NC1=C(C(=O)N)C(=CC=N1)NC1=C(C=C(C=C1)C)N(S(=O)(=O)C)C